COC1=C(CN2C(CCC2)C(=O)NO)C(=CC(=C1)OCC=1C(=C(C=CC1)C1=CC=CC=C1)C)OC 1-(2,6-dimethoxy-4-((2-methyl-[1,1'-biphenyl]-3-yl)methoxy)benzyl)-N-hydroxypyrrolidine-2-carboxamide